1-benzopyran-3,4,5,7-tetrol O1CC(=C(C=2C1=CC(=CC2O)O)O)O